n-hexylisopropylamine C(CCCCC)NC(C)C